[Ge+4].[O-]CCCC.[O-]CCCC.[O-]CCCC.[O-]CCCC.BrC1=CC=C(C=C1)SCC (4-bromophenyl)(ethyl)sulfane tetrabutoxide germanium